1,6-dimethyl-4-[4-methyl-4-(5-methyl-1,3-benzoxazol-2-yl)piperidin-1-yl]-2-oxo-1,2-dihydroquinoline-3-carbonitrile CN1C(C(=C(C2=CC(=CC=C12)C)N1CCC(CC1)(C=1OC2=C(N1)C=C(C=C2)C)C)C#N)=O